FC1=C(C=CC(=C1)OC1=CC(=NC=C1)NC1CCN(CC1)C)NC1=NC=NC2=CC(=C(C=C12)NC1CCN(CC1)C(C=C)=O)OC 1-(4-((4-((2-fluoro-4-((2-((1-methylpiperidin-4-yl)amino)pyridin-4-yl)oxy)phenyl)amino)-7-methoxyquinazolin-6-yl)amino)piperidin-1-yl)prop-2-en-1-one